ClC1=CC=2[C@](C3=CC=CC=C3C2C=C1)(C(=O)N1[C@H]2CC([C@@H]([C@H]1C(=O)N[C@H](C[C@@H]1C(NCCC1)=O)C#N)CC2)(F)F)O (1R,3S,4R)-2-((R)-2-chloro-9-hydroxy-9H-fluorene-9-carbonyl)-N-((R)-1-cyano-2-((R)-2-oxopiperidin-3-yl)ethyl)-5,5-difluoro-2-azabicyclo[2.2.2]octane-3-carboxamide